N,N-bis(2-ethylhexyl)-3-oxobutanamide C(C)C(CN(C(CC(C)=O)=O)CC(CCCC)CC)CCCC